CN1C(N(C2=C1C=C(C=C2)CN2CCC(CC2)CN(CC2CCC(CC2)N)C)C2C(NC(CC2)=O)=O)=O 3-{3-methyl-5-[(4-{[methyl({[(1r,4r)-4-aminocyclohexyl]methyl})amino]methyl}piperidin-1-yl)methyl]-2-oxo-1,3-benzodiazol-1-yl}piperidine-2,6-dione